FC1=C(C(=CC=C1)C)N1N=C2C(=CO1)NN=C2C2=CC=C1CC(N(CC1=C2)C)=O 7-(5-(2-fluoro-6-methylphenyl)-6-oxa-5,6-dihydro-1H-pyrazolo[4,3-c]pyridazin-3-yl)-2-methyl-1,2-dihydroisoquinolin-3(4H)-one